6-(2-(2-oxa-6-azaspiro[3.3]hept-6-yl)ethoxy)-4-(5-(6-((6-methoxypyridin-3-yl)methyl)-3,6-diazabicyclo[3.1.1]heptan-3-yl)pyrazine-2-yl)pyrazolo[1,5-a]pyridine-3-carbonitrile C1OCC12CN(C2)CCOC=2C=C(C=1N(C2)N=CC1C#N)C1=NC=C(N=C1)N1CC2N(C(C1)C2)CC=2C=NC(=CC2)OC